CN1CCN(CC1)C1=NN=C(O1)[C@@]12CN(C[C@]2(C1)C(F)(F)F)C1=C2C=CC=NC2=C(C=C1)C#N 5-((1S,5R)-1-(5-(4-methylpiperazin-1-yl)-1,3,4-oxadiazol-2-yl)-5-(trifluoromethyl)-3-azabicyclo[3.1.0]hexan-3-yl)quinoline-8-carbonitrile